5-methyl-3-((4-(4-methylpiperazin-1-yl)phenyl)amino)-7-(1,2,3,4-tetrahydroquinolin-4-yl)-7,8-dihydropyrimido[5,4-c]pyridazin-6(5H)-one CN1C(N(CC=2N=NC(=CC21)NC2=CC=C(C=C2)N2CCN(CC2)C)C2CCNC1=CC=CC=C21)=O